ClC1=C(C(=CC=C1)F)C1N[C@H](C2NNC(N2C2SC3CCCC3C12)C=1N=NC=CC1)C (7S)-9-(2-chloro-6-fluoro-phenyl)-7-methyl-3-pyridazin-3-yl-16-thia-2,4,5,8-tetraazatetracyclo[8.6.0.02,6.011,15]Hexadecan